C1(CC1)C1=CC(=C(C(=C1)C)N1NC2=C(N=C(NC2=O)N2CCN(CC2)CC)N1)F 2-(4-cyclopropyl-2-fluoro-6-methyl-phenyl)-5-(4-ethylpiperazin-1-yl)-3,6-dihydro-1H-triazolo[4,5-d]pyrimidin-7-one